C(CCC)OCOCCCC(CC(CC(CC(CC(CC(CCCI)C)C)C)C)C)C 17-iodo-4,6,8,10,12,14-hexamethylheptadecyl butyloxymethyl ether